O1C(=CC=C1C(=O)[O-])C(=O)[O-].[Ca+2] calcium 2,5-furandicarboxylate